4-amino-N-[1-(4-chlorophenyl)-4-pyrrolidin-1-ylbutyl]-1-(7H-pyrrolo[2,3-d]pyrimidin-4-yl)piperidine-4-carboxamide NC1(CCN(CC1)C=1C2=C(N=CN1)NC=C2)C(=O)NC(CCCN2CCCC2)C2=CC=C(C=C2)Cl